OC1=NC=C(C=O)C=C1[N+](=O)[O-] 6-HYDROXY-5-NITRONICOTINALDEHYDE